C1(CCCCC1)C1=C(C=C(C(=O)ON=C(C)C2=CC(=C(CN3CC(C3)C(=O)O)C=C2)CC)C=C1)C(F)(F)F 1-{4-[1-(4-cyclohexyl-3-trifluoromethyl-benzoyloxyimino)-ethyl]-2-ethyl-benzyl}-azetidine-3-carboxylic acid